C[C@](O)([C@H]1CC=C(CC1)C)CCC=C(C)C |o1:1,3| (R*,R*)-α,4-dimethyl-α-(4-methyl-3-pentenyl)cyclohex-3-ene-1-methanol